C(C)(=O)C1=NN=NN1 5-acetyl-tetrazole